5,7-dihydro-5,7-diphenylindeno[2,1-b]carbazole C1(=CC=CC=C1)N1C2=CC=CC=C2C=2C=C3C(=CC12)C(C1=CC=CC=C13)C1=CC=CC=C1